C(C)C(CCC(C)N)(N)CC diethylpentane-1,4-diamine